5-((R)-hydroxy(phenyl)methyl)tetrahydrofuran-3,4-diol O[C@@H](C1C(C(CO1)O)O)C1=CC=CC=C1